2-(dimethylamino)ethyl 2-(N-((4,6-dimethoxypyrimidin-2-yl)carbamoyl)sulfamoyl)-4-(methylsulfonamidomethyl)benzoate COC1=NC(=NC(=C1)OC)NC(=O)NS(=O)(=O)C1=C(C(=O)OCCN(C)C)C=CC(=C1)CNS(=O)(=O)C